C(C)C(C(=O)[O-])C 2-ethylpropionate